C(CCCC)C(COC(CCCCCN(C(OCCN(CCOC(N(CCCCCC(=O)OCC(CCCCC)CCCCC)CCCCC)=O)CCCN(CC)CC)=O)CCCCC)=O)CCCCC bis(2-pentylheptyl)-12-(3-(diethylamino)propyl)-8,16-dioxo-7,17-dipentyl-9,15-dioxa-7,12,17-triazatricosanedioate